CN(CCCNC(OC(CC\C=C/CCCCC)C(CCC\C=C/CCCCCC)CCC\C=C/CCCCC)=O)C (6Z,15Z)-11-((Z)-dec-4-en-1-yl)docosa-6,15-dien-10-yl (3-(dimethylamino)propyl)carbamate